Cl.O=C(CN(CCO)CCO)O bicine-HCL